C1(=CC=CC=C1)C1=NC(=NC(=N1)C1=CC=CC=C1)C1=C(C=C(C=C1)OCCCCCC)O (4,6-diphenyl-1,3,5-triazin-2-yl)-5-(hexyl)oxy-phenol